5-(benzyloxy)-3,3-dimethyl-5-oxopentanoic acid C(C1=CC=CC=C1)OC(CC(CC(=O)O)(C)C)=O